COC(=O)N1CC2=C(CC1)N=C(N2)C2=C(C=CC(=C2)C(=O)N2CCC(CC2)(F)C2=CC=C(C=C2)C#N)C2CCC2 (5-(4-(4-cyanophenyl)-4-fluoropiperidine-1-carbonyl)-2-cyclobutylphenyl)-6,7-dihydro-3H-imidazo[4,5-c]pyridine-5(4H)-carboxylic acid methyl ester